tert-butyl 3-(5-bromopyrazin-2-yl)-3,6-diazabicyclo[3.1.1]heptane-6-carboxylate BrC=1N=CC(=NC1)N1CC2N(C(C1)C2)C(=O)OC(C)(C)C